ClC=1N=CC=2CCC3=C(C2C1F)NC1=C3C(NCC1)=O 2-chloro-1-fluoro-5,6,8,9,10,11-hexahydro-7H-pyrido[3',4':4,5]pyrrolo[2,3-f]isoquinolin-7-one